4-((2-(4-(4-amino-3-(4-phenoxyphenyl)-1H-pyrazolo[3,4-d]pyrimidin-1-yl)piperidin-1-yl)ethyl)thio)-2-(2,6-dioxopiperidin-3-yl)isoindoline-1,3-dione NC1=C2C(=NC=N1)N(N=C2C2=CC=C(C=C2)OC2=CC=CC=C2)C2CCN(CC2)CCSC2=C1C(N(C(C1=CC=C2)=O)C2C(NC(CC2)=O)=O)=O